[4-benzyloxy-6-[4-tert-butyl-2-(4-fluoro-2-methoxy-phenoxy)-6-methyl-phenyl]-2-methyl-3-pyridyl]methanol C(C1=CC=CC=C1)OC1=C(C(=NC(=C1)C1=C(C=C(C=C1C)C(C)(C)C)OC1=C(C=C(C=C1)F)OC)C)CO